ethyl 3-(2-(dimethylamino)ethyl)-1H-indole-1-carboxylate CN(CCC1=CN(C2=CC=CC=C12)C(=O)OCC)C